(S)-2-((4-(3-(4-cyano-2-fluorobenzyl)-3H-imidazo[4,5-b]pyridin-5-yl)piperazin-1-yl)methyl)-1-(oxetan-2-ylmethyl)-1H-benzo[d]imidazole-6-carboxylic acid C(#N)C1=CC(=C(CN2C=NC=3C2=NC(=CC3)N3CCN(CC3)CC3=NC2=C(N3C[C@H]3OCC3)C=C(C=C2)C(=O)O)C=C1)F